ClC1=C(OC2=C(C=CC3=C2NC(=NS3(=O)=O)NCC3=NC=CC=C3F)F)C=CC(=C1)F 5-(2-chloro-4-fluorophenoxy)-6-fluoro-3-(((3-fluoropyridin-2-yl)methyl)amino)-4H-benzo[e][1,2,4]thiadiazine 1,1-dioxide